C[Si](CCOCN1C=CC=2C1=NC=CC2C2=NC=C(C(=O)OC)C=C2)(C)C methyl 6-(1-((2-(trimethylsilyl)ethoxy)methyl)-1H-pyrrolo[2,3-b]pyridin-4-yl)nicotinate